BrC1=CC(=C(C=C1C)N(C(C=C)=O)C1=NC=C(C=C1)N1CC(CC1)(F)F)C N-(4-bromo-2,5-dimethylphenyl)-N-[5-(3,3-difluoropyrrolidin-1-yl)pyridin-2-yl]prop-2-enamide